C(C)(C)(C)OC(=O)N[C@H]1CO[C@H]2[C@@H]1OC[C@H]2OCNC(CNC(CNC(CNC(CNC(OCC2C1=CC=CC=C1C=1C=CC=CC21)=O)=O)=O)=O)=O (9H-fluoren-9-yl)methyl (1-(((3R,3aS,6S,6aR)-6-((tert-butoxycarbonyl)amino)hexahydrofuro[3,2-b]furan-3-yl)oxy)-3,6,9,12-tetraoxo-2,5,8,11-tetraazatridecan-13-yl)carbamate